NC1=CC=C(C=C1)OP(OC1=CC=C(C=C1)N)(OC1=CC=C(C=C1)N)=S thiophosphoric acid tri(4-aminophenyl) ester